OCC1=CC=C2CN(C(C2=C1)=O)C1CNCCC1 3-(6-(hydroxymethyl)-1-oxoisoindolin-2-yl)piperidin